CC(C)CCCC(CCCCCCCCCCCCCCCCCCCC)C 2,6-Dimethylhexacosane